C(C)(=O)NC1=CC=C(C=C1)C1=C2CN(C(C2=CC=C1)=O)C(C(=O)NC(CO)C=1OC(=NN1)C)=CO 2-(4-(4-acetamidophenyl)-1-oxoisoindolin-2-yl)-3-hydroxy-N-(2-hydroxy-1-(5-methyl-1,3,4-oxadiazol-2-yl)ethyl)propenamide